NC1=NC=2C=CC(=CC2C2=C1COC2)C(=O)N(C)[C@H]2COC1=C2C=CC(=C1)Br 4-amino-N-((3R)-6-bromo-2,3-dihydro-1-benzofuran-3-yl)-N-methyl-1,3-dihydrofuro[3,4-c]-quinoline-8-carboxamide